C1(=CC=CC=C1)[P+](C=1OC=CC1)(C1=CC=CC=C1)C1=CC=CC=C1 triphenyl-(2-furyl)phosphonium